(S)-6-acetylamino-2-[(S)-6-tert-butoxycarbonylamino-2-(9H-fluoren-9-ylmethoxycarbonylamino)-hexanoylamino]-hexanoic acid tert-butyl ester C(C)(C)(C)OC([C@H](CCCCNC(C)=O)NC([C@H](CCCCNC(=O)OC(C)(C)C)NC(=O)OCC1C2=CC=CC=C2C=2C=CC=CC12)=O)=O